2-methoxy-5-((4-methoxybenzyl)thio)pyrimidine COC1=NC=C(C=N1)SCC1=CC=C(C=C1)OC